(R)-methyl 1-(4-chloro-3-fluorophenyl)-3-methylpyrrolidine-3-carboxylate ClC1=C(C=C(C=C1)N1C[C@@](CC1)(C(=O)OC)C)F